C(C1=CC=CC=C1)N(C=1C=2N(N=C(C1)SC1CCN(CC1)C(=O)OC(C)(C)C)C(=CN2)I)C(=O)OC(C)(C)C tert-butyl 4-((8-(benzyl(tert-butoxycarbonyl)amino)-3-iodoimidazo[1,2-b]pyridazin-6-yl)thio)piperidine-1-carboxylate